(E)-N-(4-((5-butyrylamino-2,3-diketoindol-1-yl)methyl)phenyl)but-2-enamide C(CCC)(=O)NC=1C=C2C(C(N(C2=CC1)CC1=CC=C(C=C1)NC(\C=C\C)=O)=O)=O